tert-Butyl (3-((3-(5-bromobenzo[d]thiazol-2-yl)-6-isopropyl-4,5,6,7-tetrahydrothieno[2,3-c]pyridin-2-yl)amino)-3-oxopropyl)(sec-butyl)carbamate BrC=1C=CC2=C(N=C(S2)C2=C(SC=3CN(CCC32)C(C)C)NC(CCN(C(OC(C)(C)C)=O)C(C)CC)=O)C1